FC(C=1C(=C(C=CC1)[C@@H](C)NC1=NC(=NC2=CC(=C(C=C12)P(C)(C)=O)OC)C)C)F (R)-(4-((1-(3-(difluoromethyl)-2-methylphenyl)ethyl)amino)-7-methoxy-2-methylquinazolin-6-yl)dimethylphosphine oxide